8-[2-(Dimethylamino)ethylamino]-1-methyl-2-oxo-N-phenyl-quinoline-3-carboxamide CN(CCNC=1C=CC=C2C=C(C(N(C12)C)=O)C(=O)NC1=CC=CC=C1)C